methylcyclohexyl acrylate (methylcyclohexyl acrylate) CC=C(C(=O)O)C1CCCCC1.C(C=C)(=O)OC1(CCCCC1)C